C(C)(C)(C)OC(=O)N[C@@H](C(=O)N1[C@@H](C[C@H](C1)O)C(=O)OC)CC1CCCCC1 methyl (2S,4R)-1-((R)-2-((tert-butoxycarbonyl)amino)-3-cyclohexylpropanoyl)-4-hydroxypyrrolidine-2-carboxylate